7-(allyloxy)-2-ethoxybenzo[d][1,3]dioxole-5-carboxylic acid C(C=C)OC1=CC(=CC2=C1OC(O2)OCC)C(=O)O